r-selenophene [Se]1C=CC=C1